tert-butyl (2S)-2-({1-cyano-2-[2,5-difluoro-4-(3-methyl-2-oxo-1,3-benzoxazol-5-yl)phenyl]ethyl}carbamoyl)-1,4-oxazepane-4-carboxylate C(#N)C(CC1=C(C=C(C(=C1)F)C=1C=CC2=C(N(C(O2)=O)C)C1)F)NC(=O)[C@H]1OCCCN(C1)C(=O)OC(C)(C)C